OC(C(=O)N1CC2=C(CCC1)N=C(NC2=O)C2(CC2)C=2C=NC=C(C2)C2=CC=CC=C2)C=2C=C(C=CC2)C2=CC(=CC=C2)OC(F)(F)F 6-(2-hydroxy-2-(3'-(trifluoromethoxy)-[1,1'-biphenyl]-3-yl)acetyl)-2-(1-(5-phenylpyridin-3-yl)cyclopropyl)-3,5,6,7,8,9-hexahydro-4H-pyrimido[5,4-c]azepin-4-one